NC[C@@H]1[C@@H]([C@@H]2CN(CCC(CN12)N(C)C)C(=O)NC1=CC=C(C=C1)OC)C1=CC=C(C=C1)C#CC1=CC=CC=C1 (8R,9S,10S)-10-(aminomethyl)-3-(dimethylamino)-N-(4-methoxyphenyl)-9-(4-(phenylethynyl)phenyl)-1,6-diazabicyclo[6.2.0]decane-6-carboxamide